C[C@H]1C=2C(NC=NC2CCC1)=O (5R)-5-methyl-5,6,7,8-tetrahydroquinazolin-4(3H)-one